2-chloro-6-fluoro-4-(5-fluorobenzothiazol-2-yl)aniline ClC1=C(N)C(=CC(=C1)C=1SC2=C(N1)C=C(C=C2)F)F